The molecule is a xanthophyll that is beta-D-glucopyranose in which the hydroxy groups at positions 1 and 6 have been acylated by an all-trans-2,6,10,15,19,23-hexamethyltetracosa-2,4,6,8,10,12,14,16,18,22-decaenoyl group and a 12-methyltetradecanoyl group, respectively. Staphyloxanthin is responsible for the characteristic yellow-golden colour which gives the bacterium Staphylococcus aureus its name. It has a role as an antioxidant, a biological pigment, a virulence factor and a metabolite. It is a xanthophyll, a D-aldohexose derivative, a triol, a fatty acid ester and an apo carotenoid triterpenoid. It derives from a beta-D-glucose and a 12-methyltetradecanoic acid. CCC(C)CCCCCCCCCCC(=O)OC[C@@H]1[C@H]([C@@H]([C@H]([C@@H](O1)OC(=O)/C(=C/C=C/C(=C/C=C/C(=C/C=C/C=C(\\C)/C=C/C=C(\\C)/CCC=C(C)C)/C)/C)/C)O)O)O